C(C)(C)(C)OC(=O)N1CC(C(CC1)(F)F)CN 3-(aminomethyl)-4,4-difluoro-piperidine-1-carboxylic acid tert-butyl ester